(((4-(6-(6-(Difluoromethyl)imidazo[1,2-b]pyridazin-3-yl)pyrimidin-4-yl)-6-methylpiperazin-2-yl)methyl)imino)dimethyl-λ6-sulfanone FC(C=1C=CC=2N(N1)C(=CN2)C2=CC(=NC=N2)N2CC(NC(C2)C)CN=S(=O)(C)C)F